4-(3-((2-(methylthio)-5-(trifluoromethyl)pyrimidin-4-yl)amino)propyl)-1,4-oxazepin-5-one CSC1=NC=C(C(=N1)NCCCN1C=COC=CC1=O)C(F)(F)F